FC1(CN(C2=C(O1)C=C(C=C2)C2=C(C1=C(C=N2)N(C=N1)CC1CCN(CC1)C)C1=CC(=C(C#N)C=C1)F)C)F 4-(6-(2,2-difluoro-4-methyl-3,4-dihydro-2H-benzo[b][1,4]oxazin-7-yl)-3-((1-methylpiperidin-4-yl)methyl)-3H-imidazo[4,5-c]pyridin-7-yl)-2-fluorobenzonitrile